O1CCN(CC1)CCC=O 3-morpholinopropan-1-one